ClC=1C=C2C(=NC(=NC2=CC1)C)N1CC=2C=C(C=NC2CC1)C=1C=NC(=CC1)C1CC1 6-chloro-4-[3-(6-cyclopropyl-3-pyridyl)-7,8-dihydro-5H-1,6-naphthyridin-6-yl]-2-methyl-quinazoline